ClC1=C(C(=O)OC)C=CC(=C1C)C(F)F methyl 2-chloro-4-(difluoromethyl)-3-methylbenzoate